((((((((R)-1-phenylethoxy) carbonyl) amino) methyl) thiophen-2-yl)-2-methylpyridin-3-yl) oxy) cyclohexane-1-carboxylate C1(CCCCC1)C(=O)OOC=1C(=NC=CC1C=1SC=CC1CNC(=O)O[C@H](C)C1=CC=CC=C1)C